C1(=CC=CC=C1)N(C(C=C)=O)C1=CC=CC=C1 N,N-diphenylacrylamide